6-amino-3-fluoropyridin NC1=CC=C(C=N1)F